NCCCCCCCCC=1C(=CN=NC1)[C@H]1O[C@@H]([C@@H]([C@@H]([C@H]1NC(C)=O)O)O)CO N-((2R,3R,4R,5R,6R)-2-(5-(8-aminooctyl)pyridazin-4-yl)-4,5-dihydroxy-6-(hydroxymethyl)tetrahydro-2H-pyran-3-yl)acetamide